Bis(2-ethylhexyl)dimethylammonium C(C)C(C[N+](C)(C)CC(CCCC)CC)CCCC